N1C=NC2=C1C=CC(=C2)CCC(=O)O 3-(1H-Benzimidazol-5-yl)propanoic acid